(4-chlorodibenzo[b,d]furan-1-yl)boronic acid ClC1=CC=C(C2=C1OC1=C2C=CC=C1)B(O)O